FC=1C=C2N=CC(=NC2=CC1F)O 6,7-difluoroquinoxalin-2-ol